1-isocyano-2-(prop-1-en-2-yl)benzene [N+](#[C-])C1=C(C=CC=C1)C(=C)C